FC1=CC(=CC2=C1NC(SC2)=O)[C@@H](CN2C[C@@H]1[C@](C2)(C[C@H](C1)OC1=CC=CC=C1)O)O 8-fluoro-6-((S)-1-hydroxy-2-((3as,5S,6ar)-3a-hydroxy-5-phenoxyhexahydrocyclopenta[c]pyrrol-2(1H)-yl)ethyl)-1,4-dihydro-2H-benzo[d][1,3]thiazin-2-one